O1C=CC(C1)=O 4-oxolone